C1=C(N=NN=N1)C2=CN=NN=N2 bitetrazine